2-(2-ethoxy-3-pyridyl)-5-isopropyl-7-methyl-N-(1H-pyrazol-3-ylmethyl)imidazo[1,5-b]pyridazin-4-amine C(C)OC1=NC=CC=C1C=1C=C(C=2N(N1)C(=NC2C(C)C)C)NCC2=NNC=C2